2-[1-[4-[[2,6-dioxo-3-piperidinyl]amino]-2-fluoro-phenyl]-4-hydroxy-azepan-4-yl]acetic acid O=C1NC(CCC1NC1=CC(=C(C=C1)N1CCC(CCC1)(O)CC(=O)O)F)=O